(R)-tert-Butyl 4-oxo-3-(1-phenylethyl)-3,4,5,6-tetrahydropyrido[4',3':4,5]thieno[2,3-d]pyrimidine-7(8H)-carboxylate O=C1C2=C(N=CN1[C@H](C)C1=CC=CC=C1)SC1=C2CCN(C1)C(=O)OC(C)(C)C